BrCC1=CC=C(C=C1)C=1N(C=C(N1)C(F)(F)F)C(C)C 2-[4-(bromomethyl)phenyl]-1-isopropyl-4-(trifluoromethyl)imidazole